CC=1C=C(C=C(C1C(N[C@H](C)C1=CC=CC=C1)=O)C)B(O)O (R)-(3,5-dimethyl-4-((1-phenylethyl)carbamoyl)phenyl)boronic acid